C(C)(C)(C)OC(=O)N1CCC(CC1)C1CCN(CC1)C1=CC2=C(N(C(N2C)=O)C2C(NC(CC2)=O)=O)C=C1 1'-(1-(2,6-Dioxopiperidin-3-yl)-3-methyl-2-oxo-2,3-dihydro-1H-benzo[d]imidazol-5-yl)-[4,4'-bipiperidin]-1-carboxylic acid tert-butyl ester